cyclopentyl-2-cyclopentyldisilazane C1(CCCC1)[SiH2]N([SiH3])C1CCCC1